Ytterbium(II) trifluoromethanesulfonate FC(S(=O)(=O)[O-])(F)F.[Yb+2].FC(S(=O)(=O)[O-])(F)F